The molecule is a polyunsaturated fatty acid anion that is the conjugate base of 12-HPE(8,10,14)TrE, obtained by deprotonation of the carboxy group; major species at pH 7.3. It is an icosanoid anion, a hydroperoxy fatty acid anion, a long-chain fatty acid anion, a polyunsaturated fatty acid anion and a hydroperoxyicosatrienoate. It is a conjugate base of a 12-HPE(8,10,14)TrE. CCCCC/C=C\\CC(/C=C/C=C\\CCCCCCC(=O)[O-])OO